2-(tert-butylthio)-1-(2-fluoro-4-(5-(trifluoromethyl)-1,2,4-oxadiazol-3-yl)phenyl)ethan-1-one C(C)(C)(C)SCC(=O)C1=C(C=C(C=C1)C1=NOC(=N1)C(F)(F)F)F